2-(3-(morpholinyl)propylthio)-4-(3-chloro-4-(3-fluorobenzyloxy)phenylamino)pyrimidine N1(CCOCC1)CCCSC1=NC=CC(=N1)NC1=CC(=C(C=C1)OCC1=CC(=CC=C1)F)Cl